N[S@@](=NC(CC=1C(=C2CCCC2=CC1C(C)C)C(C)C)=O)(=O)C1=CN=C(S1)C(C)(C)O |o1:1| (S) or (R)-N-(amino(2-(2-hydroxypropan-2-yl)thiazol-5-yl)(oxo)-λ6-sulfaneylidene)-2-(4,6-diisopropyl-2,3-dihydro-1H-inden-5-yl)acetamide